N-(4-(1-cyanocyclopentyl)phenyl)-2-((3-(dimethylamino)propyl)amino)nicotinamide C(#N)C1(CCCC1)C1=CC=C(C=C1)NC(C1=C(N=CC=C1)NCCCN(C)C)=O